ClC(OC1=CC=C(C=C1)NC(=O)C1=CN(C(C(=C1)C1=NN(C=C1)C)=O)C)(F)F N-[4-(Chlorodifluoromethoxy)phenyl]-1-methyl-5-(1-methyl-1H-pyrazol-3-yl)-6-oxo-1,6-dihydropyridine-3-carboxamide